CC=1C=C(\C=N\NC2=CC(=NC(=N2)OCCC2=NC=CC=C2)N2CCOCC2)C=CC1 (E)-4-(6-(2-(3-methylbenzylidene)hydrazinyl)-2-(2-(pyridin-2-yl)ethoxy)pyrimidin-4-yl)morpholine